1-(2,2,3,3,3-Pentafluoropropyl)pseudouridine FC(CN1C=C([C@H]2[C@H](O)[C@H](O)[C@@H](CO)O2)C(NC1=O)=O)(C(F)(F)F)F